2,3-diaminophenyloxazine NC1=C(C=CC=C1N)C=1NOC=CC1